gadolinium (III) 2,2',2''-(10-((4S,7S)-4,7-dimethyl-12-octadecyl-2,5,8,11-tetraoxo-3,6,9,12-tetraazatriacontyl)-1,4,7,10-tetraazacyclododecane-1,4,7-triyl)triacetate C[C@H](NC(CN1CCN(CCN(CCN(CC1)CC(=O)[O-])CC(=O)[O-])CC(=O)[O-])=O)C(N[C@H](C(NCC(N(CCCCCCCCCCCCCCCCCC)CCCCCCCCCCCCCCCCCC)=O)=O)C)=O.[Gd+3]